ethyl 2-[(1R,5s,6R)-6-{[(2R)-2-methylpiperidin-1-yl] carbonyl}-3-azabicyclo[3.1.0]hex-3-yl]-6-azaspiro[3.4]octane-6-carboxylate C[C@H]1N(CCCC1)C(=O)C1[C@H]2CN(C[C@@H]12)C1CC2(C1)CN(CC2)C(=O)OCC